4,6-dichloro-2-{5-[2-(2,6-difluorophenyl)propan-2-yl]-1,2,4-oxadiazol-3-yl}pyrimidine ClC1=NC(=NC(=C1)Cl)C1=NOC(=N1)C(C)(C)C1=C(C=CC=C1F)F